BrC1=C(C=CC=C1F)CO (2-Bromo-3-fluorophenyl)methanol